O1C(=CC=C1C1=CC=CC=2N=CNC21)C2=CC=CC=1N=CNC12 4,4'-furan-2,5-diylbisbenzoimidazole